[O-]CCCC.[O-]CCCC.[O-]CCCC.[O-]CCCC.[Zr+4] zirconium(IV) tetra-butoxide